COC1=CC=C(C=C1)N1CC(N(C2(CN(C2)C(=O)NC)C1=O)CC1=CC=C(C=C1)C(F)(F)F)=O 8-(4-methoxyphenyl)-N-methyl-6,9-dioxo-5-(4-(trifluoromethyl)benzyl)-2,5,8-triazaspiro[3.5]nonane-2-carboxamide